tert-butyl (2S,4S)-2-(4-bromo-7-hydroxynaphthalen-1-yl)-4-hydroxypiperidine-1-carboxylate BrC1=CC=C(C2=CC(=CC=C12)O)[C@H]1N(CC[C@@H](C1)O)C(=O)OC(C)(C)C